ON(C(C1=CC=CC=C1)=O)C1(C(OC2=CC=CC=C2C1=O)=O)C N-hydroxy-N-(3-methyl-2,4-dioxo-chroman-3-yl)benzamide